FC(F)(F)OC(=O)C1CNCCC1 (trifluoromethyl)piperidine-3-carboxylate